ClC=1C=NC=C(C(=O)NC2=CC(=CC=C2)[C@H](C)NC=2N=C3C(=NC2)NN=C3C)C1 (S)-5-chloro-N-(3-(1-((3-methyl-1H-pyrazolo[3,4-b]pyrazin-5-yl)amino)ethyl)phenyl)nicotinamide